OC1=C(C=C(C=C1)C1=CC(=C(C=C1)O)S(=O)(=O)O)S(=O)(=O)O 4,4'-dihydroxy-[1,1'-biphenyl]-3,3'-disulfonic acid